BrC=1C=CC(=NC1)OC1(COC1)C1=CC(=C(C=C1C)N=CN(C)CC)F N'-(4-(3-((5-bromopyridin-2-yl)oxy)oxetan-3-yl)-2-fluoro-5-methylphenyl)-N-ethyl-N-methylformimidamide